tert-Butyl (4-((4-(4,4,5,5-tetramethyl-1,3,2-dioxaborolan-2-yl)-1H-pyrazol-1-yl)methyl)phenyl)carbamate CC1(OB(OC1(C)C)C=1C=NN(C1)CC1=CC=C(C=C1)NC(OC(C)(C)C)=O)C